FC1=C(C(=CC2=C1C1=CN(N=C1CC2)CCOC)O)N2CC(NS2(=O)=O)=O 5-(9-fluoro-7-hydroxy-2-(2-methoxyethyl)-4,5-dihydro-2H-benzo[e]indazol-8-yl)-1,2,5-thiadiazolidin-3-one 1,1-dioxide